N-(4-Fluorophenyl)-1-[1-(5-methyl-1,2,4-oxadiazol-3-carbonyl)-1,2,3,4-tetrahydrochinolin-6-yl]cyclobutan-1-carboxamid FC1=CC=C(C=C1)NC(=O)C1(CCC1)C=1C=C2CCCN(C2=CC1)C(=O)C1=NOC(=N1)C